3,5-diamino-N-(N-(4-(4'-(3-((2-aminoethyl)amino)-3-oxopropyl)-[1,1'-biphenyl]-4-yl)butyl)carbamimidoyl)-6-chloropyrazine-2-carboxamide NC=1C(=NC(=C(N1)N)Cl)C(=O)NC(NCCCCC1=CC=C(C=C1)C1=CC=C(C=C1)CCC(=O)NCCN)=N